ClC=1C(N(N=CC1NC[C@@H]1COCCC1)C1CCN(CC1)S(=O)(=O)C1=CC(=NO1)C1CC1)=O 4-chloro-2-[1-(3-cyclopropylisoxazol-5-yl)sulfonyl-4-piperidyl]-5-[[(3R)-tetrahydropyran-3-yl]methylamino]pyridazin-3-one